monomethyl-uracilE CC=1C(NC(NC1)=O)=O